CN1CCN(CC1)C1CC2=C(N(N=C2CC1)C=1OC=CN1)O 5-(4-Methylpiperazin-1-yl)-2-(Oxazol-2-yl)-4,5,6,7-tetrahydro-2H-indazol-3-ol